C(CCCCCC)C(C(=O)O)(CCCCCCC)C 2-heptyl-2-methyl-nonanoic acid